5-(6-methoxypyrazin-2-yl)pyridin COC1=CN=CC(=N1)C=1C=CC=NC1